C1(CC1)N1N=CC(=C1)[C@H]1C=C(CCO1)C1=NC(=C(C(=N1)C(=O)OCC)C1OCCO1)C1=C(C=C(C=C1)F)F ethyl 2-[(6R)-6-(1-cyclopropylpyrazol-4-yl)-3,6-dihydro-2H-pyran-4-yl]-6-(2,4-difluorophenyl)-5-(1,3-dioxolan-2-yl)pyrimidine-4-carboxylate